2-dimethylamino-ethanesulfonic acid {3-[6-amino-5-(2-chloro-3,6-difluoro-benzyloxy)-pyridin-3-yl]-phenyl}-amide NC1=C(C=C(C=N1)C=1C=C(C=CC1)NS(=O)(=O)CCN(C)C)OCC1=C(C(=CC=C1F)F)Cl